2-[1-[[6-(trifluoromethyl)-3-pyridyl]methyl]pyrazol-3-yl]ethanol FC(C1=CC=C(C=N1)CN1N=C(C=C1)CCO)(F)F